2-((8-(4-Acrylamidopyridin-2-yl)quinazolin-2-yl)amino)-5-(piperazin-1-yl)benzamide C(C=C)(=O)NC1=CC(=NC=C1)C=1C=CC=C2C=NC(=NC12)NC1=C(C(=O)N)C=C(C=C1)N1CCNCC1